methyltrioctyl-(octyl)ammonium chloride [Cl-].CC(CCCCCCC)[N+](CCCCCCCC)(CCCCCCCC)CCCCCCCC